P(O)(=O)(OP(=O)(O)OP(=O)(O)O)OC[C@@H]1[C@H]([C@H]([C@@H](O1)N1C=NC=2C(N)=NC=NC12)O)O Adenosin-Triphosphate